3-acetamidopiperidine-1-carbonyl chloride C(C)(=O)NC1CN(CCC1)C(=O)Cl